(3R)-3-(hydroxy(5-(2-methoxy-4-(trifluoromethyl)phenyl)-4-methylfuran-2-yl)methyl)pyrrolidine-1-carboxylic acid tert-butyl ester C(C)(C)(C)OC(=O)N1C[C@@H](CC1)C(C=1OC(=C(C1)C)C1=C(C=C(C=C1)C(F)(F)F)OC)O